3-(4-(butylsulfanyl)-7-(diethylamino)-6-nitro-2-oxo-2H-chromen-3-yl)-2-(4-(trifluoromethyl)phenyl)acrylonitrile C(CCC)SC1=C(C(OC2=CC(=C(C=C12)[N+](=O)[O-])N(CC)CC)=O)C=C(C#N)C1=CC=C(C=C1)C(F)(F)F